C(C)[C@H]1N(CCC1)C=1C(=CCC(C1)=O)C1=CC(=C(C(=C1)OC)O)OC ethyl-(2R,3R,4R)-2-(4-hydroxy-3,5-dimethoxyphenyl)-5-oxo-phenylpyrrolidine